C1(=C(C=CC=C1)C#CC1=NNC2=CC=C(C=C12)C(=O)N1CC2(CCC1)CCNCC2)C2=CC=CC=C2 (3-([1,1'-biphenyl]-2-ylethynyl)-1H-indazol-5-yl)(2,9-diazaspiro[5.5]undecan-2-yl)methanone